4-[[[2-[(4,6-dimethoxy-2-pyrimidinyl)oxy]phenyl]methyl]amino]-benzoic acid COC1=NC(=NC(=C1)OC)OC1=C(C=CC=C1)CNC1=CC=C(C(=O)O)C=C1